4-(2-((1R,3R)-3-((2s,3s)-N,3-dimethyl-2-((R)-1-methylpiperidine-2-carboxamido)pentanamido)-1-methoxy-4-methylpentyl)thiazole-4-carboxamido)-2-methyl-5-phenylpentanoic acid CN(C([C@H]([C@H](CC)C)NC(=O)[C@@H]1N(CCCC1)C)=O)[C@H](C[C@@H](OC)C=1SC=C(N1)C(=O)NC(CC(C(=O)O)C)CC1=CC=CC=C1)C(C)C